COC(C=C(C)C1=C(C=C(C=C1)[N+](=O)[O-])CSC)=O 3-(2-((methylthio)methyl)-4-nitrophenyl)but-2-enoic acid methyl ester